2-[(4S)-4-amino-2-oxo-pentyl]-6-bromo-7-fluoro-isoquinolin-1-one N[C@H](CC(CN1C(C2=CC(=C(C=C2C=C1)Br)F)=O)=O)C